tert-butyl 4-[1-(2,6-dibenzyloxy-3-pyridyl)-3-methyl-2-oxo-benzimidazol-5-yl]-3-fluoro-piperidine-1-carboxylate C(C1=CC=CC=C1)OC1=NC(=CC=C1N1C(N(C2=C1C=CC(=C2)C2C(CN(CC2)C(=O)OC(C)(C)C)F)C)=O)OCC2=CC=CC=C2